silathiol [SiH]=1SC=CC1